(E)-2-methyl-3-(2-nitrovinyl)-1H-indole CC=1NC2=CC=CC=C2C1\C=C\[N+](=O)[O-]